(R)-N-methyl-1-phenylethane-1-amine CN[C@H](C)C1=CC=CC=C1